CC12C(CC=CC1)C(=O)OC2=O 1-methyl-4-cyclohexene-1,2-dicarboxylic anhydride